N-(3-(9H-carbazol-9-yl)phenyl)-5-(tert-butyl)-[1,1'-biphenyl]-2-amine C1=CC=CC=2C3=CC=CC=C3N(C12)C=1C=C(C=CC1)NC=1C(=CC(=CC1)C(C)(C)C)C1=CC=CC=C1